CC1=CCC(C(C)C)(O)CC1 (-)-terpin-4-ol